(S)-Pyrrol N1C=CC=C1